4-[2-(6,6-dimethyl-1,4,5,7-tetrahydroindazol-3-yl)-1H-indole-6-carbonyl]piperazine-1-carboxylic acid benzyl ester C(C1=CC=CC=C1)OC(=O)N1CCN(CC1)C(=O)C1=CC=C2C=C(NC2=C1)C1=NNC=2CC(CCC12)(C)C